COC1=NC=C(C2=C1N=C(S2)NC(=O)N2CCC1(CNC(O1)=O)CC2)C2CCOCC2 2-Oxo-1-oxa-3,8-diaza-spiro[4.5]decane-8-carboxylic acid [4-methoxy-7-(tetrahydropyran-4-yl)-thiazolo[4,5-c]pyridin-2-yl]-amide